Cl.FC=1C=C(CNC(=N)N)C=CC1C 1-(3-fluoro-4-methylbenzyl)guanidine hydrochloride